FC1=C(CC2(CCC2)CNC(=O)C2=NN(C(N2)=O)C)C=CC=C1 N-((1-(2-fluorobenzyl)cyclobutyl)methyl)-1-methyl-5-oxo-4,5-dihydro-1H-1,2,4-triazole-3-carboxamide